FC1(CN(C1)C1=CC(=CC=N1)C)F 6-(3,3-difluoroazetidin-1-yl)-4-methylpyridin